BrC1=CC=C(C2=C1C=C(O2)NC(OC(C)(C)C)=O)F tert-Butyl N-(4-bromo-7-fluoro-benzofuran-2-yl)carbamate